C(CCCC)[C@@H]1CC[C@H](CC1)C1=CC=C(C#N)C=C1 4-(trans-4-Pentylcyclohexyl)-benzonitrile